CN1C(=CC=CC1=O)C(=O)OCC1=CC=C(C=C1)[123I] (p-[123I]iodophenyl)methyl 1-methyl-6-oxo-1H-pyridine-2-carboxylate